C(C)(=O)C1=NN(C2=C(C=C(C=C12)C=1C=NC(=NC1)C)C)CC(=O)N1[C@@H]2C[C@@]2(C[C@H]1C(=O)O)CO[Si](C)(C)C(C)(C)C (1R,3S,5S)-2-{2-[3-acetyl-7-methyl-5-(2-methylpyrimidin-5-yl)indazol-1-yl]acetyl}-5-{[(tertbutyldimethylsilyl)oxy]methyl}-2-azabicyclo[3.1.0]hexane-3-carboxylic acid